C(C)N(CC)CC(CN1N=NC(=C1)CSC1=CC=C(C=C1)OC)C 1-[3-(N,N-diethylamino)-2-methyl-propyl]-4-[(4-methoxyphenyl)thiomethyl]-1H-1,2,3-triazole